Isoleucineoleucine N([C@@H]([C@@H](C)CC)C(=O)O)N[C@@H](CC(C)C)C(=O)O